5,5'-ethylenebis(1H-tetrazole) C(CC1=NN=NN1)C1=NN=NN1